O[Fe](O)(O)O tetra-hydroxyiron